5-Fluoro-1-(4-nitrophenyl)-1,2,3,4-tetrahydropyrimidine-2,4-dione FC=1C(NC(N(C1)C1=CC=C(C=C1)[N+](=O)[O-])=O)=O